3-benzyloxy-4-bromothiophene-2-carboxylic acid C(C1=CC=CC=C1)OC1=C(SC=C1Br)C(=O)O